C12CNCCC2CNC1 3,8-diazabicyclo[4.3.0]nonane